NC=1N=C(C2=C(N1)C(=CS2)Br)C=2N=NN(C2)CC=2C=C(C=C(C2)OC)CC(C)O (3-((4-(2-Amino-7-bromothieno[3,2-d]pyrimidin-4-yl)-1H-1,2,3-triazol-1-yl)methyl)-5-methoxyphenyl)propan-2-ol